NC1=C(N=CC2=C(C=CC=C12)C=1C(=NC(=CC1)F)F)C(=O)NCCC 4-amino-8-(2,6-difluoropyridin-3-yl)-N-propylisoquinoline-3-carboxamide